Calcium Strontium Gallium Sulfoselenide S(=O)(=O)(O)[Se]S(=O)(=O)O.[Ga].[Sr].[Ca]